N-lauryl-acrylamide Ethyl-methyl(4-(1-(quinolin-6-ylmethyl)-1H-[1,2,3]triazolo[4,5-b]pyrazin-6-yl)benzyl)phosphinate C(C)OP(=O)(CC1=CC=C(C=C1)C1=CN=C2C(=N1)N(N=N2)CC=2C=C1C=CC=NC1=CC2)C.C(CCCCCCCCCCC)NC(C=C)=O